FC1=CC=C(C=C1)N1N=CC2=C1C=C1CCN(C[C@]1(C2)C(=O)C=2SC=C(N2)C)S(=O)(=O)C2=CC(=CC=C2)C(F)(F)F (R)-(1-(4-fluorophenyl)-6-((3-(trifluoromethyl)phenyl)sulfonyl)-4,4a,5,6,7,8-hexahydro-1H-pyrazolo[3,4-g]isoquinolin-4a-yl)(4-methylthiazol-2-yl)methanone